OCCCCC(=O)[O-] 5-Hydroxypentanoat